C(C)(C)(C)C1=CC=C(C=C1)C(CC1=CC=C(C=C1)F)O 1-(4-(t-butyl)phenyl)-2-(4-fluorophenyl)ethan-1-ol